C(C=C)(=O)NCC(C)CCCCCCCCC 2-(acrylamidomethyl)undecane